N[C@@H]1[C@H](C[C@H](CC1)C(=O)OCC)Cl ethyl (1S,3S,4S)-4-amino-3-chlorocyclohexane-1-carboxylate